Oleoyl-L-allothreonine C(CCCCCCC\C=C/CCCCCCCC)(=O)N[C@@H]([C@@H](O)C)C(=O)O